S1C=2C(C(C1)N)CC1=CC=CC=C1C2 tetrahydronaphtho[2,3-b]thiophen-3-amine